Methyl (R)-4-bromo-5-chloro-6-fluoro-2-phenyl-2,3-dihydrobenzofuran-2-carboxylate BrC1=C(C(=CC2=C1C[C@](O2)(C(=O)OC)C2=CC=CC=C2)F)Cl